3-chloro-5-iodo-N-[1-[3-(1-methyl-6-oxo-pyridazin-3-yl)pyrazin-2-yl]ethyl]benzamide ClC=1C=C(C(=O)NC(C)C2=NC=CN=C2C2=NN(C(C=C2)=O)C)C=C(C1)I